2-(trimethylsilyl)ethyl 8-(4,4,5,5-tetramethyl-1,3,2-dioxaborolan-2-yl)-4,5-dihydrobenzo[b]thieno[2,3-d]oxepine-9-carboxylate CC1(OB(OC1(C)C)C=1C(=CC2=C(OCCC3=C2SC=C3)C1)C(=O)OCC[Si](C)(C)C)C